benzyl(3-((2,2-dimethoxyethyl)amino)-1,1,1-trifluoro-3-oxopropan-2-yl)carbamate C(C1=CC=CC=C1)OC(NC(C(F)(F)F)C(=O)NCC(OC)OC)=O